CN1N=C(N=N1)C=1C=C(C(=O)NCCC(=O)O)C=CC1 3-[[3-(2-methyltetrazol-5-yl)benzoyl]amino]propanoic acid